C(CCCCCCCCCCCCCCCCC)(=O)OC1CC(NC(C1)(C)C)(C)C 2,2,6,6-Tetramethyl-4-piperidyl octadecanoate